ClCC=1C=NC=C(C#N)C1 5-(chloromethyl)nicotinonitrile